dimethoxytriazine COC1=CC(=NN=N1)OC